6-chloro-N-(2,4-dimethylphenyl)-2-(2-pyridinyl)-5-(trifluoromethyl)-4-pyrimidinamine ClC1=C(C(=NC(=N1)C1=NC=CC=C1)NC1=C(C=C(C=C1)C)C)C(F)(F)F